1-(5-(6',8'-dihydrospiro[chroman-4,9'-pyrido[3',2':4,5]imidazo[2,1-c][1,4]oxazin]-2'-yl)pyrimidin-2-yl)pyrrolidin-3-ol N1=C(C=CC=2N=C3COCC4(N3C21)CCOC2=CC=CC=C24)C=2C=NC(=NC2)N2CC(CC2)O